O=C1NC(CCC1N1C(C2=CC=CC(=C2C1)CNC(C(F)F)=O)=O)=O N-((2-(2,6-dioxopiperidin-3-yl)-1-oxoisoindol-4-yl)methyl)-2,2-difluoroacetamide